NC1=CC(=NC(=C1)N(CCC)CC1=CC=CC=C1)C1=C(C#N)C=CC=C1 2-(4-amino-6-(benzyl-(propyl)amino)pyridin-2-yl)benzonitrile